NC1=C(C(=NC=N1)C=1C(=C(C=C(C1)F)NC(C1=C(C=C(C=C1)C1CC1)F)=O)C)OC1CN(C1)C#CC N-(3-(6-amino-5-((1-propynylazetidin-3-yl)oxy)pyrimidin-4-yl)-5-fluoro-2-methylphenyl)-4-cyclopropyl-2-fluorobenzamide